2-Chloro-5-(trifluoromethyl)pyrimidine ClC1=NC=C(C=N1)C(F)(F)F